sodium tetrabutoxyborate C(CCC)O[B-](OCCCC)(OCCCC)OCCCC.[Na+]